[7-{[(1R)-1-(Hydroxymethyl)-3-methylbutyl]amino}-2-imino-5-{[(1S)-1-phenylethyl]sulfanyl}[1,3]thiazolo[4,5-d]pyrimidin-3(2H)-yl]methyl dihydrogen phosphate P(=O)(OCN1C(SC2=C1N=C(N=C2N[C@H](CC(C)C)CO)S[C@@H](C)C2=CC=CC=C2)=N)(O)O